C1(=CC=CC=C1)CC(C)NC(F)(F)F 1-Phenyl-N-(trifluoromethyl)propan-2-amine